ethyl 2-(5-(3-(dimethylamino)prop-1-yn-1-yl)-2-oxo-4-(trifluoromethyl)pyridin-1(2H)-yl)-4,4-dimethylpentanoate CN(CC#CC=1C(=CC(N(C1)C(C(=O)OCC)CC(C)(C)C)=O)C(F)(F)F)C